ETHYL TRANS-2-METHYL-2-PENTENOATE CC/C=C(\C)/C(=O)OCC